ClC1=NC(=NN2C1=NC=C2)C2=CC(=NC=C2F)[C@@H](C)N(C(OC(C)(C)C)=O)CC tert-butyl (R)-(1-(4-(4-chloroimidazo[2,1-f][1,2,4]triazin-2-yl)-5-fluoropyridin-2-yl)ethyl)(ethyl)carbamate